C1=C(C=CC2=CC=CC=C12)C1=CC=C(C=C1)C=1C2=CC=CC=C2C(=C2C=CC=CC12)C1=CC=CC=C1 9-(4-(naphthalen-2-yl)phenyl)-10-phenylanthracene